C(=O)=O.N1CC1 aziridine compound with carbon dioxide